C1(CC1)COC=1C=C(C=C(C1)F)C(C)=N[S@@](=O)C(C)(C)C (S)-N-(1-(3-(cyclopropylmethoxy)-5-fluorophenyl)ethylidene)-2-methyl-propane-2-sulfinamide